1,5-dichloroethyl-3-nitroazacyclopentane ClC(C)N1CC(CC1Cl)[N+](=O)[O-]